C(C)N1C[C@@H](C[C@@H](C1)F)NC=1C(NC(=NN1)C1=C(C=C(C=C1)C(F)(F)F)O)=O 6-[[(3R,5S)-1-Ethyl-5-fluoro-3-piperidyl]amino]-3-[2-hydroxy-4-(trifluoromethyl)phenyl]-4H-1,2,4-triazin-5-on